CC1=NC(=CC=C1)C#CC=C1CC(N(C(C1)(C)C)C)(C)C 2-methyl-6-[3-(1,2,2,6,6-pentamethylpiperidin-4-ylidene)prop-1-yn-1-yl]pyridine